FC=1C=C(C=CC1OC(F)(F)F)[C@H](NC(=O)N1[C@@H](C(NCC1)=O)C)C1=NC(=C(C=C1)F)C(F)(F)F (2R)-N-((S)-(3-fluoro-4-(trifluoromethoxy)phenyl)(5-fluoro-6-(trifluoro-methyl)pyridin-2-yl)methyl)-2-methyl-3-oxopiperazine-1-carboxamide